C(C)N1N=CC=C1C1=CN(C2=NC=C(C=C21)C2=CC=C(C=C2)N2CCN(CC2)C)[SH4]OOC2=CC=C(C=C2)C 3-(2-ethylpyrazol-3-yl)-1-[(4-methylphenyl)dioxy-λ6-sulfanyl]-5-[4-(4-methylpiperazin-1-yl)phenyl]pyrrolo[2,3-b]pyridine